S-2-hydroxyethylthioethyl-cysteine OCCSCCSC[C@H](N)C(=O)O